COC(C(COCCC1=CC=C(C=C1)OCC)N1CCN(CCN(CCN(CC1)CC(OC(C)(C)C)=O)CC(OC(C)(C)C)=O)CC(=O)OC(C)(C)C)=O 3-[2-(4-ethoxyphenyl)ethoxy]-2-[4,7,10-tris(2-t-butoxy-2-oxoethyl)-1,4,7,10-tetraazacyclododec-1-yl]propionic acid methyl ester